ClC1=C(C2=C(NC3=C(C=C(C(=C23)C#N)F)OC(NC)=O)N=C1)Cl (3,4-dichloro-5-cyano-6-fluoro-9H-pyrido[2,3-b]indol-8-yl)(methyl)carbamate